N[C@H](C(=O)N(C)[C@H]1COCC=2NC(C=3C=C(C(=CC3C21)F)F)=O)C2=CC(=CC=C2)Cl (S)-2-amino-2-(3-chlorophenyl)-N-((R)-8,9-difluoro-6-oxo-1,4,5,6-tetrahydro-2H-pyrano[3,4-c]isoquinolin-1-yl)-N-methylacetamide